[Cl-].ClC=1N(CC[N+]1C)C 2-chloro-1,3-dimethyl-4,5-dihydro-1H-imidazol-3-ium chloride